CC=1NC(=CC1C(=O)OC)C methyl 2,5-dimethyl-1H-pyrrole-3-carboxylate